4-nitrophenyl phenyl ((S)-1-(cyclohexylamino)-1-oxopropan-2-yl)phosphoramidate C1(CCCCC1)NC([C@H](C)NP(OC1=CC=C(C=C1)[N+](=O)[O-])(OC1=CC=CC=C1)=O)=O